(S)-2-(2-((6-chloro-4-((methylsulfonyl)methyl)pyridin-2-yl)amino)butoxy)acetic acid ClC1=CC(=CC(=N1)N[C@H](COCC(=O)O)CC)CS(=O)(=O)C